ethyl-β-D-glucopyranuronic acid C(C)[C@]1(O)[C@H](O)[C@@H](O)[C@H](O)[C@H](O1)C(=O)O